sodium nickel phosphate pyrophosphate [O-]P([O-])(=O)OP(=O)([O-])O.P(=O)(O)(O)O.[Ni+2].[Na+]